4-(2-amino-4-methoxy-4-oxo-3-(thiophen-2-ylmethyl)butyl)benzoic acid methyl ester hydrochloride Cl.COC(C1=CC=C(C=C1)CC(C(C(=O)OC)CC=1SC=CC1)N)=O